NC1CC(C1)C(=O)OCC ethyl 3-aminocyclobutanecarboxylate